FC(C=1C=CC=2N(N1)C(=CN2)C2=CC(=NC=N2)N2C[C@H]1N(C(C2)CNS(=O)(=O)C)C[C@H](C1)F)F N-(((7S,8aS)-2-(6-(6-(Difluoromethyl)imidazo[1,2-b]pyridazin-3-yl)pyrimidin-4-yl)-7-fluorooctahydropyrrolo[1,2-a]pyrazin-4-yl)methyl)methanesulfonamide